NC1=C(C(=C(C(=N1)S[C@@H](C(=O)N)C1=CC=CC=C1)C#N)CC)C#N |r| Racemic-2-[(6-amino-3,5-dicyano-4-ethylpyridin-2-yl)sulfanyl]-2-phenylacetamide